C1(=CC=CC=C1)C(C)NC(=O)C1=NC=NC2=CC=CC=C12 N-(1-phenylethyl)quinazolin-4-carboxamide